ClC=1C=C(C=CC1Cl)CC(=O)N(CC1(CC1)C)C[C@H](C=1C=NC=CC1)O 2-(3,4-dichlorophenyl)-N-[(2S)-2-hydroxy-2-(3-pyridyl)ethyl]-N-[(1-methylcyclopropyl)methyl]acetamide